C1(CC1)C1=NOC(=N1)C(N1C[C@@H](N(C[C@@H]1C)C(=O)OC(C)(C)C)C)C1=CC=C(C=C1)F |&1:14| tert-butyl (2S,SR)-4-((3-cyclopropyl-1,2,4-oxadiazol-5-yl)(4-fluorophenyl)methyl)-2,5-dimethylpiperazine-1-carboxylate